4,4-Difluorocyclohexanecarboxylic acid 8-chloro-1-[trans-4-(pyridin-2-yloxy) cyclohexyl]-5,6-dihydro-4H-[1,2,4]triazolo[4,3-a][1]benzazepin-5-yl ester ClC=1C=CC2=C(CC(CC=3N2C(=NN3)[C@@H]3CC[C@H](CC3)OC3=NC=CC=C3)OC(=O)C3CCC(CC3)(F)F)C1